ethane-sulfonyl chloride C(C)S(=O)(=O)Cl